IC1=NC(=CC=C1)I 2,6-diiodopyridine